IC1=NN(C2=CN=C(C=C21)NC(C)=O)C N-(3-iodo-1-methyl-1H-pyrazolo[3,4-c]pyridin-5-yl)acetamide